N-((1R,6S)-2,2-difluoro-6-(((3S,4S)-3-fluoro-1-isopropylpiperidin-4-yl)oxy)cyclohexyl)-2-(2,3',5'-trifluoro-[1,1'-biphenyl]-3-yl)acetamide FC1([C@@H]([C@H](CCC1)O[C@@H]1[C@H](CN(CC1)C(C)C)F)NC(CC=1C(=C(C=CC1)C1=CC(=CC(=C1)F)F)F)=O)F